(S)-3-amino-6-(5-(1,1-difluoro-2,3-dihydroxypropan-2-yl)-2-methylphenyl)-N-(tetrahydro-2H-pyran-4-yl)pyrazine-2-carboxamide NC=1C(=NC(=CN1)C1=C(C=CC(=C1)[C@@](C(F)F)(CO)O)C)C(=O)NC1CCOCC1